CN(CCCN1C2=C(C(C3=CC(=CC=C13)F)=O)C1=CC3=C(C(N1C2)=O)COC([C@]3(O)CC)=O)C (S)-11-(3-(dimethylamino)propyl)-4-ethyl-8-fluoro-4-hydroxy-1,12-dihydro-14H-pyrano[3',4':6,7]indolizino[2,1-b]quinoline-3,6,14(4H,11H)-trione